3',4',5'-Trichloro-2,2,2-trifluoroacetophenone ClC=1C=C(C=C(C1Cl)Cl)C(C(F)(F)F)=O